COCCOC=1N=C(C2=C(N1)C(=CN2)CC=2C=NC(=CC2)C)N 2-(2-methoxyethoxy)-7-((6-methylpyridin-3-yl)methyl)-5H-pyrrolo[3,2-d]pyrimidin-4-amine